1-(2-(4-(5-chlorothien-2-yl)-1H-1,2,3-triazol-1-yl)-3-methylbutanoyl)-4-hydroxy-N-methylpyrrolidine-2-carboxamide ClC1=CC=C(S1)C=1N=NN(C1)C(C(=O)N1C(CC(C1)O)C(=O)NC)C(C)C